bromothiazolecarboxylic acid BrC=1N=C(SC1)C(=O)O